(S)-3-(benzo[d]oxazol-2-yl)-2-(1,3-dicyclopropyl-1H-pyrazole-5-carboxamido)propanoic acid O1C(=NC2=C1C=CC=C2)C[C@@H](C(=O)O)NC(=O)C2=CC(=NN2C2CC2)C2CC2